6-fluoro-3-morpholinoquinoxalin-2(1H)-one FC=1C=C2N=C(C(NC2=CC1)=O)N1CCOCC1